N-(4-methoxybenzyl)acetylacetamide COC1=CC=C(CCC(=O)NC(C)=O)C=C1